3-(7-(1-Methyl-5-phenyl-1H-imidazol-4-yl)-3-oxo-[1,2,4]triazolo[4,3-a]pyridin-2(3H)-yl)piperidine-2,6-dione CN1C=NC(=C1C1=CC=CC=C1)C1=CC=2N(C=C1)C(N(N2)C2C(NC(CC2)=O)=O)=O